OP([O-])(=O)OP(=O)([O-])O.C(CCC)[N+](CCCC)(CCCC)CCCC.C(CCC)[N+](CCCC)(CCCC)CCCC Di(tetrabutylammonium) hydrogen pyrophosphate